FCCC1=NN(C=C1C(=O)N1C[C@@H]2C([C@@H]2C1)OC1=NC(=CC(=C1)C(C)(C)NC(OCC1=CC=CC=C1)=O)C1=CC=C(C=C1)F)C1=NC=CC=N1 benzyl (2-(2-(((1R,5S,6s)-3-(3-(2-fluoroethyl)-1-(pyrimidin-2-yl)-1H-pyrazole-4-carbonyl)-3-azabicyclo[3.1.0]hexan-6-yl)oxy)-6-(4-fluorophenyl)pyridin-4-yl)propan-2-yl)carbamate